1-((4-cyanopiperidin-4-yl)methyl)-7-(2-((6,6-dimethyl-2,4-dioxo-3-azabicyclo[3.1.0]hexan-3-yl)methyl)thieno[3,2-b]pyridin-7-yl)-1H-indole-5-carbonitrile C(#N)C1(CCNCC1)CN1C=CC2=CC(=CC(=C12)C1=C2C(=NC=C1)C=C(S2)CN2C(C1C(C1C2=O)(C)C)=O)C#N